penta-fluorophenol FC1=C(C(=C(C(=C1O)F)F)F)F